5-(imidazo[1,5-a]pyridin-7-yl)-2,3-dihydro-1H-inden-4-amine C=1N=CN2C1C=C(C=C2)C2=C(C=1CCCC1C=C2)N